neodymium butyl (2-ethylhexyl)phosphonate C(C)C(CP(OCCCC)([O-])=O)CCCC.[Nd+3].C(CCC)OP([O-])(=O)CC(CCCC)CC.C(CCC)OP([O-])(=O)CC(CCCC)CC